ClC=1C=CC2=C(C(=NS2)CCl)C1 5-chloro-3-(chloromethyl)benzo[d]isothiazole